5-(5-Aminopyridin-2-yl)-7-cyclopropyl-7H-pyrrolo[2,3-d]pyrimidin-4-amine NC=1C=CC(=NC1)C1=CN(C=2N=CN=C(C21)N)C2CC2